N-[(1S)-1-[4-(4-chloro-2,3,7,10-tetrazatricyclo[7.4.0.02,6]trideca-1(9),3,5,7-tetraen-10-yl)phenyl]-2,2,2-trifluoro-ethyl]-N-methyl-3-methylsulfanyl-cyclobutanecarboxamide ClC1=NN2C=3CCCN(C3C=NC2=C1)C1=CC=C(C=C1)[C@@H](C(F)(F)F)N(C(=O)C1CC(C1)SC)C